(3-ethyl-6-methoxybenzo[d]isoxazol-5-yl)butane-1-sulfonamide C(C)C1=NOC2=C1C=C(C(=C2)OC)C(CCC)S(=O)(=O)N